P12(OCC(CO1)CO2)=O 2,6,7-trioxa-1-phosphabicyclo[2.2.2]octane 1-oxide